ClC=1C(=C(CCN2[C@@H]([C@H]([C@@H]([C@H](C2)O)O)O)CO)C=CC1)F (2R,3R,4R,5S)-1-(3-chloro-2-fluorophenethyl)-2-(hydroxymethyl)piperidine-3,4,5-triol